C(C=C)(=O)N1C[C@@H]2N(C(C=3C=C(C(=C4C=CN(C34)CC2)C2=CC=C(C3=C2N=C(S3)N)F)F)=O)CC1 (R)-10-Acryloyl-3-((R)-2-amino-7-fluorobenzo[d]thiazol-4-yl)-2-fluoro-8,8a,9,10,11,12-hexahydro-7H,14H-pyrazino[1',2':5,6][1,5]diazocino[3,2,1-hi]indol-14-one